CC1(CC1)[C@H]1C[C@@H](C=2N1N=CC2)NCC[C@]2(CCOC1(CCCC1)C2)C2=NC=CC=C2 (4S,6R)-6-(1-methylcyclopropyl)-N-(2-((R)-9-(pyridin-2-yl)-6-oxaspiro[4.5]decan-9-yl)ethyl)-5,6-dihydro-4H-pyrrolo[1,2-b]pyrazol-4-amine